(R)-5-(1H-imidazol-1-yl)-2-(5-(1-(pyrrolidin-3-yl)vinyl)pyrazin-2-yl)phenol N1(C=NC=C1)C=1C=CC(=C(C1)O)C1=NC=C(N=C1)C(=C)[C@@H]1CNCC1